(1s,3s,4s,5s,6r)-6-(cyclopropylmethyl)-5-fluoro-2-azabicyclo[2.2.2]octane-2,3-dicarboxylic acid 3-benzyl ester C(C1=CC=CC=C1)OC(=O)[C@H]1N([C@@H]2[C@H]([C@@H]([C@H]1CC2)F)CC2CC2)C(=O)O